2-(acetoxymethyl)-6-(4-(hydroxymethyl)phenoxy)tetrahydro-2H-pyran C(C)(=O)OCC1OC(CCC1)OC1=CC=C(C=C1)CO